FC1=CC=C(C=C1)C1(CCN(CC1)C1=NC(=CN=C1)C1=CC=NC=C1)O 4-(4-fluorophenyl)-1-(6-(pyridin-4-yl)pyrazin-2-yl)piperidin-4-ol